Methyl 3-chloro-5-fluoro-2-(4-fluorophenyl)-1-oxo-1λ5-pyridine-4-carboxylate ClC=1C(=N(C=C(C1C(=O)OC)F)=O)C1=CC=C(C=C1)F